ClC(C(=O)N1C2(N(CC(C1)(C)C)CCC2)C)Cl 1-dichloroacetylhexahydro-3,3,8a-trimethylpyrrolo[1,2-a]pyrimidin